C[C@H]1CC[C@@H](N(C1)C(=O)OC(C)(C)C)C1=CC(=CC=C1)OC[C@H]1CN(CC1)C(=O)OCC1=CC=CC=C1 tert-butyl (2R,5S)-5-methyl-2-[3-[[(3R)-1-benzyloxycarbonylpyrrolidin-3-yl]methoxy]phenyl]piperidine-1-carboxylate